6-(4-amino-2,6-dichlorophenoxy)-2-(pyrimidin-2-yl)-3,4-dihydroisoquinoline NC1=CC(=C(OC=2C=C3CCN(CC3=CC2)C2=NC=CC=N2)C(=C1)Cl)Cl